FC1=C(C=C(C=C1)C1=CC(=CC=C1)OC)[C@H](CC(=O)OCC)NC(=O)NC=1C(N(C=CC1O)C)=O ethyl (S)-3-(4-fluoro-3'-methoxybiphenyl-3-yl)-3-(3-(4-hydroxy-1-methyl-2-oxo-1,2-dihydro pyridin-3-yl)ureido)propanoate